2-acetamido-3,3-difluoropropanoate C(C)(=O)NC(C(=O)[O-])C(F)F